CC1=CC=C(C=C1)CCNCC[C@]1(CCOC2(CCCC2)C1)C1=NC=CC=C1 [2-(4-methylphenyl)ethyl]({2-[(9R)-9-(pyridin-2-yl)-6-oxaspiro[4.5]decan-9-yl]ethyl})amine